(3,4-difluorophenyl)(1-oxa-6-azaspiro[2.5]oct-6-yl)methanone FC=1C=C(C=CC1F)C(=O)N1CCC2(CO2)CC1